N(=C=O)CCCC1C(C2CC(C1C2)CN=C=O)CN=C=O 3-(3-isocyanatopropyl)-2,5-Di(isocyanatomethyl)-bicyclo(2.2.1)heptane